1,2,3,3-tetramethyl-3H-indolium C[N+]1=C(C(C2=CC=CC=C12)(C)C)C